Methoxymethoxy-2',4',5,6'-tetramethyl-[1,1'-biphenyl]-3-carbaldehyde COCOC1=C(C=C(C=C1C=O)C)C1=C(C=C(C=C1C)C)C